FC1CN(CC(C1)C(N(C)OC)=O)C(=O)OC(C)(C)C tert-butyl 3-fluoro-5-[methoxy(methyl)carbamoyl]piperidine-1-carboxylate